1H-pyrrolo[3,4-c]pyridine-1,3(2H)-dione C1(NC(C=2C=NC=CC21)=O)=O